6-Amino-3-((1R,3R,4R)-4'-chloro-3-hydroxy-4-(1H-1,2,3-triazol-1-yl)-1',2'-dihydrospiro[cyclopentane-1,3'-pyrrolo[2,3-b]pyridin]-5'-yl)-2-fluoro-N,N-dimethylbenzamide NC1=CC=C(C(=C1C(=O)N(C)C)F)C=1C(=C2C(=NC1)NC[C@]21C[C@H]([C@@H](C1)N1N=NC=C1)O)Cl